CSC1=NC=CC(=N1)Cl 2-(methylthio)-4-chloropyrimidine